C1(=C(C=CC=C1)[C@]1(C(=C(C(=O)O1)O)O)[C@@H](O)CO)C tolyl-L-ascorbic acid